4-(1,1,3,3-tetramethylbutyl)-6-(2H-benzotriazole-2-yl)phenol CC(CC(C)(C)C)(C)C1=CC=C(C(=C1)N1N=C2C(=N1)C=CC=C2)O